N1(N=CC=C1)CC1=CC(=C(C=C1)C(O)N1C2=C(NCC1(C)COC([2H])([2H])[2H])C=NC1=C2C=CN1)Cl ((4-((1H-pyrazol-1-yl)methyl)-2-chlorophenyl)(hydroxy)methyl)-2-((methoxy-d3)methyl)-2-methyl-1,2,4,7-tetrahydro-3H-pyrrolo[3',2':5,6]pyrido[3,4-b]pyrazine